CC1(NC(CC(C1)C(=O)O)(C)C)C 2,2,6,6-tetramethylpiperidine-4-carboxylic acid